C(#N)C=1C=NN(C1NC(CCCC)=O)C N-(4-cyano-1-methyl-1H-pyrazol-5-yl)pentanamide